BrC1=C(C2=C(CN3[C@@H](CO2)CN(CC3)C(=O)OC(C)(C)C)C=C1)F tert-butyl (12aR)-9-bromo-10-fluoro-3,4,12,12a-tetrahydro-6H-pyrazino[2,1-c][1,4]benzooxazepine-2(1H)-carboxylate